3-(hydroxymethyl)-2,5-dimethylpiperidine-1-carboxylic acid tert-butyl ester C(C)(C)(C)OC(=O)N1C(C(CC(C1)C)CO)C